FC1(CC(C1)CCNC(=O)N1C(=NC(=C1)C)OC)F N-(2-(3,3-Difluorocyclobutyl)ethyl)-2-methoxy-4-methyl-1H-imidazole-1-carboxamide